methyl 4-methoxy-5-(3-(3-methoxy-N-propioloylbenzamido)propoxy)-2-propiolamidobenzoate COC1=CC(=C(C(=O)OC)C=C1OCCCN(C(C1=CC(=CC=C1)OC)=O)C(C#C)=O)NC(C#C)=O